(±)-4-[1-hydroxy-4-[4-(hydroxy-benzhydryl)-1-piperidinyl]-butyl]-α,α-dimethylbenzylacetate hydrochloride Cl.O[C@H](CCCN1CCC(CC1)C(C1=CC=CC=C1)(C1=CC=CC=C1)O)C1=CC=C(CC(C(=O)O)(C)C)C=C1 |r|